5-(3-chlorophenoxy)-4-[(5RS)-5-(3,4-dimethylbenzyl)-5,6-dihydro-4H-1,2,4-oxadiazin-3-yl]-2-methylpyridazin-3(2H)-one ClC=1C=C(OC2=C(C(N(N=C2)C)=O)C2=NOC[C@H](N2)CC2=CC(=C(C=C2)C)C)C=CC1 |r|